1-[4-(4-Chloro-3,5-dimethylphenyl)piperidin-1-yl]-2-{3-[(2R,6S)-2,6-dimethylmorpholin-4-carbonyl]-5,6-dihydrocyclopenta[c]pyrazol-1(4H)-yl}ethan-1-on ClC1=C(C=C(C=C1C)C1CCN(CC1)C(CN1N=C(C2=C1CCC2)C(=O)N2C[C@H](O[C@H](C2)C)C)=O)C